ClC=1N=C(C2=C(N1)C=CN2C)N(C)C2=CC=C(C=C2)OC 2-chloro-N-(4-methoxyphenyl)-N,5-dimethylpyrrolo[3,2-d]pyrimidin-4-amine